O(C1=CC=CC=C1)CC(CNCCNC1=C(C=CC=C1)C)O phenoxy-3-((2-(o-tolylamino)ethyl)amino)propan-2-ol